(±)-trans-ethyl 2-(4-((1-(3,4-dichlorobenzyl)-3,7-dimethyl-2,6-dioxo-2,3,6,7-tetrahydro-1H-purin-8-yl)amino)pyridin-2-yl)cyclopropanecarboxylate ClC=1C=C(CN2C(N(C=3N=C(N(C3C2=O)C)NC2=CC(=NC=C2)[C@H]2[C@@H](C2)C(=O)OCC)C)=O)C=CC1Cl |r|